COC=1C=C(C=C(C1)OC)C=1C=C(C=2N(C1)C=C(N2)C2=CC=C(C=C2)NCCN2CCN(CC2)C)C2=CC=C(C=C2)C(C)=O 1-(4-(6-(3,5-dimethoxyphenyl)-2-(4-((2-(4-methylpiperazin-1-yl)ethyl)amino)phenyl)imidazo[1,2-a]pyridin-8-yl)phenyl)ethan-1-one